BrCC1=CC2=C(OCCN(S2(=O)=O)[C@@H](C(C)C2=C(C(=CC=C2F)C)C)C2=NNC(O2)=O)C=C1Cl 5-((1S)-1-(8-(bromomethyl)-7-chloro-1,1-dioxido-3,4-dihydro-2H-benzo[b][1,4,5]oxathiazepin-2-yl)-2-(6-fluoro-2,3-dimethylphenyl)propyl)-1,3,4-oxadiazol-2(3H)-one